(R,E)-N-(4-bromo-3-fluorobenzylidene)-2-methylpropane-2-sulfinamide BrC1=C(C=C(\C=N\[S@](=O)C(C)(C)C)C=C1)F